OC=1C(=CC2=C(NC[C@H]3N(C2=O)CC(C3)=C)C1)OC (S)-8-hydroxy-7-methoxy-2-methylene-1,2,3,10,11,11a-hexahydro-5H-benzo[e]pyrrolo[1,2-a][1,4]diazepin-5-one